(3R)-5-bromo-2-methoxycarbonyl-3,4-dihydro-1H-isoquinoline-3-carboxylic acid BrC1=C2C[C@@H](N(CC2=CC=C1)C(=O)OC)C(=O)O